ClC(C1=NC(=NO1)C1=CC=C(C=C1)C(CNC=1C=NC=CC1)=O)(F)F 1-(4-(5-(chlorodifluoromethyl)-1,2,4-oxadiazol-3-yl)phenyl)-2-(pyridin-3-ylamino)ethan-1-one